NC1=C(C(=C(OC=2C=CC(=C(C#N)C2)F)C(=C1C#C[Si](C)(C)C)C)F)F 5-(4-amino-2,3-difluoro-6-methyl-5-((trimethylsilyl)ethynyl)phenoxy)-2-fluorobenzonitrile